FC(C1(CC1)C1=CC=C(C=C1)C=1C=2N(C=C(N1)C(=O)O)C=CC2)(F)F 1-(4-(1-(Trifluoromethyl)cyclopropyl)phenyl)pyrrolo[1,2-a]pyrazine-3-carboxylic acid